N2-(tert-butyl)-6,8-difluoro-4-iminoquinazoline-2,3(4H)-diamine C(C)(C)(C)NC1=NC2=C(C=C(C=C2C(N1N)=N)F)F